NCC1=CC=C(C=C1)NC(=O)C1=CC2=C(OCCC3=C2SC=C3)C=C1C=1C(=NC(=CC1)C(NCC1CCC1)=O)C(=O)OC methyl 3-(9-((4-(aminomethyl)phenyl)carbamoyl)-4,5-dihydrobenzo[b]thieno[2,3-d]oxepin-8-yl)-6-((cyclobutylmethyl)carbamoyl)picolinate